2-(2-(dimethylamino)ethyl)-5-methyl-4,5-dihydro-2H-pyrazolo[4,3-c]quinolin-6-amine CN(CCN1N=C2C(CN(C3=C(C=CC=C23)N)C)=C1)C